CC=1C(=C(C=C(C1)C(F)(F)F)O)C=1C=CC=2C(N1)=NN(C2)[C@@H]2CCC=1N(C2)C(=NN1)C (R)-3-methyl-2-(2-(3-methyl-5,6,7,8-tetrahydro-[1,2,4]triazolo[4,3-a]pyridin-6-yl)-2H-pyrazolo[3,4-b]pyridin-6-yl)-5-(trifluoromethyl)phenol